BrC1=C(C(=CC(=C1)C1=CC=CC=C1)Br)Cl 2,6-dibromo-4-phenylchlorobenzene